P(=O)(OC(C)N1N=CC(=C1)C=1SC=C(N1)C(NC=1C(=NN(C1)C1CCC(CC1)OCC)C1=NC=CC=N1)=O)([O-])[O-].[Na+].[Na+] sodium 1-(4-(4-((1-((1r,4r)-4-ethoxycyclohexyl)-3-(pyrimidin-2-yl)-1H-pyrazol-4-yl)carbamoyl)thiazol-2-yl)-1H-pyrazol-1-yl)ethyl phosphate